BrC1=CC2=C(C3(N(C2=O)CC2=CC=C(C=C2)OC)CC3)S1 2'-bromo-5'-(4-methoxybenzyl)spiro[cyclopropane-1,6'-thieno[2,3-c]pyrrol]-4'(5'H)-one